CN(C(OC(C)C=CC=O)=O)C 5-oxopent-3-en-2-yl dimethylcarbamate